FC(OC1=C(C=C(C=C1)C1=NOC(=C1)CC(CN1CCOCC1)O)OCC1=CC=C(C=C1)OC)F 1-(3-(4-(difluoromethoxy)-3-((4-methoxybenzyl)oxy)phenyl)isoxazole-5-yl)-3-morpholinopropan-2-ol